FC(OC=1C=CC2=C(NC(=N2)NC2=CC(=CC=C2)C(F)(F)F)C1)(F)F 6-(trifluoromethoxy)-N-(3-(trifluoromethyl)phenyl)-1H-benzo[d]imidazol-2-amine